2-((5-chloro-2-(1H-tetrazol-1-yl) phenyl)amino)-2-oxoethyl ether ClC=1C=CC(=C(C1)NC(COCC(NC1=C(C=CC(=C1)Cl)N1N=NN=C1)=O)=O)N1N=NN=C1